NC1=C2C(=NC=N1)N(N=C2C2=CC=C(C=C2)OC2=CC=CC=C2)[C@H]2CN(CCC2)CCOCCOCCSC2=C1CN(C(C1=CC=C2)=O)C2CNCCC2 3-(4-((2-(2-(2-((R)-3-(4-amino-3-(4-phenoxyphenyl)-1H-pyrazolo[3,4-d]pyrimidin-1-yl)piperidin-1-yl)ethoxy)ethoxy)ethyl)thio)-1-oxoisoindoline-2-yl)piperidine